FC1=C(OC2CCN(CC2)C=2N=C3C(=NC2C2=NC(=CC=C2)C=2C=NNC2)CN(CC3)C(C)=O)C=CC(=C1)F 1-{2-[4-(2,4-difluorophenoxy)piperidin-1-yl]-3-[6-(1H-pyrazol-4-yl)pyridin-2-yl]-5H,6H,7H,8H-pyrido[3,4-b]pyrazin-6-yl}ethan-1-one